CC1=C(OC(OC2=C(C=CC=C2)C)(OC2=C(C=CC=C2)C)C2=C(C=CC=C2)O)C=CC=C1 tri(methylphenoxy)methylphenol